Oxetan-3-ylBenzoate O1CC(C1)OC(C1=CC=CC=C1)=O